OC(C)(C)C=1SC=CN1 (2-hydroxypropan-2-yl)thiazol